NC1=C(C(=NC(=C1)C=1SC=CN1)C1=NC(=CC(=C1)OC)C1=CC(CC1)O)C#N 4-amino-6'-(3-hydroxycyclopent-1-en-1-yl)-4'-methoxy-6-(thiazol-2-yl)-[2,2'-bipyridine]-3-Carbonitrile